C(C)N(CCCNC(=O)C1=CC2=C(N3C(S2)=NC(=C3)C3=CC=C(C=C3)[C@H](C(F)(F)F)NC)C=C1)CC (R)-N-(3-(diethylamino)propyl)-2-(4-(2,2,2-trifluoro-1-(methylamino)ethyl)phenyl)benzo[d]imidazo[2,1-b]thiazole-7-carboxamide